[N+](=O)([O-])C=1C=CC=2C3=CC=CC=C3C3=CC=CC1C23 Ds-3-Nitrofluoranthene